dimethyl 2,2'-azobisisobutyrate N(=NC(C(=O)OC)(C)C)C(C(=O)OC)(C)C